7-((1r,4r)-4-(2-fluoro-4-methylpyridin-3-yl)cyclohexyl)-3-methyl-5-((3-methylpyrazin-2-yl)methyl)pyrido[2,3-b]pyrazin-6(5H)-one FC1=NC=CC(=C1C1CCC(CC1)C1=CC=2C(=NC(=CN2)C)N(C1=O)CC1=NC=CN=C1C)C